CBZ-glycine methyl ester COC(CNC(=O)OCC1=CC=CC=C1)=O